1-{5-[2-(pyrrolidin-1-yl)ethoxy]pyridin-2-yl}-1H-indazole N1(CCCC1)CCOC=1C=CC(=NC1)N1N=CC2=CC=CC=C12